NC1(CC1)CNC1=NC(=C2C(=N1)N(N=C2)C)NCC2=CC(=C(C=C2)Cl)F 6-N-[(1-aminocyclopropyl)methyl]-4-N-[(4-chloro-3-fluorophenyl)methyl]-1-methylpyrazolo[3,4-d]pyrimidine-4,6-diamine